(3E)-6-(butoxymethoxy)-3-hexenyllithium C(CCC)OCOCC/C=C/CC[Li]